C(C)N1C(NC2=C(C(=CC=3C2=C1N=C(N3)OC)CN3CCN(CC3)C=3C=CC(=NC3C)C(=O)NC)F)=O 5-(4-((3-Ethyl-9-fluoro-5-methoxy-2-oxo-2,3-dihydro-1H-pyrimido[4,5,6-de]quinazolin-8-yl)methyl)piperazin-1-yl)-N,6-dimethylpicolinamide